1-benzyl-3-(6-(4-(((2,5-dioxopyrrolidin-1-yl)oxy)carbonyl)phenoxy)hexyl)-1H-imidazol-3-ium Bromide [Br-].C(C1=CC=CC=C1)N1C=[N+](C=C1)CCCCCCOC1=CC=C(C=C1)C(=O)ON1C(CCC1=O)=O